N=1C=NN2C1C=C(C=C2)OC2=CC(=C(C=C2C)NC2=NC=NC1=CC(=C(C=C21)NC(/C(=C\[C@H]2CCC1CCCN21)/F)=O)OC)OC (E)-N-(4-((4-([1,2,4]triazolo[1,5-a]pyridin-7-yloxy)-2-methoxy-5-methylphenyl)amino)-7-methoxyquinazolin-6-yl)-2-fluoro-3-((3R)-hexahydro-1H-pyrrolizin-3-yl)acrylamide